CC1COC=2C(O1)=CSC2 2-Methyl-2,3-dihydro-thieno[3,4-b][1,4]dioxin